ClC1=CC=C(C=C1)CC(=O)NCC=1N=C2N(C=C(C=C2)C2=NOC(=N2)C(F)(F)F)C1 2-(4-chlorophenyl)-N-((6-(5-(trifluoromethyl)-1,2,4-oxadiazol-3-yl)imidazo[1,2-a]pyridin-2-yl)methyl)acetamide